2-(1-methyl-6-oxo-1,6-dihydropyridin-2-yl)acetic acid ethyl ester C(C)OC(CC=1N(C(C=CC1)=O)C)=O